5-(5-chloro-1-(3-((2R,3S)-3-hydroxypiperidin-2-yl)propyl)-1H-benzo[d]imidazol-7-yl)-1-methylpyridin-2(1H)-one ClC1=CC2=C(N(C=N2)CCC[C@H]2NCCC[C@@H]2O)C(=C1)C=1C=CC(N(C1)C)=O